O=C1NC(CCC1N1C(C2=CC=CC(=C2C1)SCCCCN1CCN(CC1)C1CCN(CC1)C1=CC=C2CN(C(C2=C1)=O)C(C(=O)NC=1SC=CN1)C1=CC=CC=C1)=O)=O 2-(6-(4-(4-(4-((2-(2,6-dioxopiperidin-3-yl)-1-oxoisoindolin-4-yl)thio)butyl)piperazin-1-yl)piperidin-1-yl)-1-oxoisoindolin-2-yl)-2-phenyl-N-(thiazol-2-yl)acetamide